COC1=CC=C(C=N1)NC(CN(C=1C2=C(N=C(N1)C=1N=CN(C1)C)CCC2)C)=O N-(6-methoxypyridin-3-yl)-2-{methyl[2-(1-methyl-1H-imidazol-4-yl)-5H,6H,7H-cyclopenta[d]pyrimidin-4-yl]amino}acetamide